C(CCCCCC)(=O)OC1=CC(=C2C=CC=3C(=CC(=C4C=CC1=C2C34)S(=O)(=O)O)S(=O)(=O)O)S(=O)(=O)O 1-heptanoyloxy-pyrene-3,6,8-trisulfonic acid